3-Hydroxy-hexanoic acid OC(CC(=O)O)CCC